2-[(1E)-3,3-dimethyl-1-triazen-1-yl]-1H-benzimidazole CN(/N=N/C1=NC2=C(N1)C=CC=C2)C